methyl 1-(2-methylthiazol-5-yl)-6-oxopyridazine-3-carboxylate CC=1SC(=CN1)N1N=C(C=CC1=O)C(=O)OC